CN1N=CC=C1NC=1C=NC=2CCNCC2C1 3-[(2-methylpyrazol-3-yl)amino]-7,8-dihydro-5H-1,6-naphthyridin